2-(3,4-dimethoxyphenyl)-3-ethyl-5-(4-((1-methylpiperidin-4-yl)oxy)piperidin-1-yl)-1H-indole COC=1C=C(C=CC1OC)C=1NC2=CC=C(C=C2C1CC)N1CCC(CC1)OC1CCN(CC1)C